CC(C)(CCCC(C=C)C)OC/C=C/C1=CC=CC=C1 (E)-(3-(2,6-dimethyloct-7-en-2-yloxy)prop-1-enyl)benzene